NCCCCCCC(=O)NC1=C2C(N(C(C2=CC=C1)=O)[C@H](CS(=O)(=O)C)C1=CC(=C(C=C1)OC)OCC)=O (S)-7-amino-N-(2-(1-(3-ethoxy-4-methoxyphenyl)-2-(methylsulfonyl)ethyl)-1,3-dioxoisoindolin-4-yl)heptanamide